CC1=C(C(=NC(=C1)N)N)N1N=CC=N1 methyl-3-(2H-1,2,3-triazol-2-yl)pyridine-2,6-diamine